CC1=C(OC=2CCC3=CNN=C3C21)C(=O)O 8-methyl-4,5-dihydro-2H-furo[2,3-G]indazole-7-carboxylic acid